3-[[4-[2-(tert-Butoxycarbonylamino)ethyl-isobutyl-amino]-6-(2,6-dimethylphenyl)pyrimidin-2-yl]sulfamoyl]benzoic acid C(C)(C)(C)OC(=O)NCCN(C1=NC(=NC(=C1)C1=C(C=CC=C1C)C)NS(=O)(=O)C=1C=C(C(=O)O)C=CC1)CC(C)C